Tert-butyl [(1S)-2-({(5R)-8-chloro-1-[trans-4-(pyridin-2-yloxy)cyclohexyl]-5,6-dihydro-4H-[1,2,4]triazolo[4,3-a][1]benzazepin-5-yl}amino)-2-oxo-1-phenylethyl]carbamate ClC=1C=CC2=C(C[C@H](CC=3N2C(=NN3)[C@@H]3CC[C@H](CC3)OC3=NC=CC=C3)NC([C@H](C3=CC=CC=C3)NC(OC(C)(C)C)=O)=O)C1